2'-(3-(4-([1,1'-biphenyl]-4-yl)-6-phenyl-1,3,5-triazin-2-yl)phenyl)spiro[cyclopentane-1,9'-fluorene]-7'-carbonitrile C1(=CC=C(C=C1)C1=NC(=NC(=N1)C1=CC=CC=C1)C=1C=C(C=CC1)C1=CC=2C3(C4=CC(=CC=C4C2C=C1)C#N)CCCC3)C3=CC=CC=C3